NC=1C=C(C(=NC1)C=1CN(CC1)C(=O)OCCCC)Cl butyl 3-(5-amino-3-chloropyridin-2-yl)-2,5-dihydropyrrole-1-carboxylate